N1=C(C=CC=C1)N1SC2=C(C1=O)C=CC=C2 2-(2-pyridyl)-1,2-benzothiazol-3(2H)-one